(S)-((2R,5R)-5-(4-chlorobenzyl)pyrrolidin-2-yl)(5-fluoropyridin-3-yl)methanol dihydrochloride Cl.Cl.ClC1=CC=C(C[C@H]2CC[C@@H](N2)[C@@H](O)C=2C=NC=C(C2)F)C=C1